INDOLE-3-ACETAMIDE N1C=C(C2=CC=CC=C12)CC(=O)N